ClC1=C(C=C2C=C(N=CC2=C1)NC(=O)[C@H]1[C@@H](C1)C(C)(C)O)C1CCN(CC1)C1(COCC1O)C Trans-N-(7-chloro-6-(1-(4-hydroxy-3-methyltetrahydrofuran-3-yl)piperidin-4-yl)isoquinolin-3-yl)-2-(2-hydroxypropan-2-yl)cyclopropane-1-carboxamide